FC(C=1C=C(C(=O)NC)C=C(C1F)C=1C=NN2C1N=C(C(=C2)C=2C=NN(C2)C)N[C@@H]2COCC2)F (S)-3-(Difluoromethyl)-4-fluoro-N-methyl-5-(6-(1-methyl-1H-pyrazol-4-yl)-5-((tetrahydrofuran-3-yl)amino)pyrazolo[1,5-a]pyrimidin-3-yl)benzamide